Rac-2-(tert-butyl) 1-ethyl (1S,3aS,6aS)-4,4-difluorohexahydrocyclopenta[c]pyrrole-1,2(1H)-dicarboxylate FC1(CC[C@@H]2[C@H](N(C[C@H]21)C(=O)OC(C)(C)C)C(=O)OCC)F |r|